FC(C1(CC1)NC(O[C@H]1CN(CC1(F)F)C=1C=2N(N=C(C1)C=1C(=NC(=NC1)OC)OC)C(=CN2)F)=O)(F)F (S)-1-(6-(2,4-dimethoxypyrimidin-5-yl)-3-fluoroimidazo[1,2-b]pyridazin-8-yl)-4,4-difluoropyrrolidin-3-yl (1-(trifluoromethyl)cyclopropyl)carbamate